3-((2S)-3-(8-(4-acetylphenylsulfonyl)-1-oxa-8-azaspiro[4.5]decan-3-ylamino)-2-hydroxypropoxy)-N-methylbenzenesulfonamide C(C)(=O)C1=CC=C(C=C1)S(=O)(=O)N1CCC2(CC(CO2)NC[C@@H](COC=2C=C(C=CC2)S(=O)(=O)NC)O)CC1